rac-N-((4R,5S)-4-(6-aminopyridin-2-yl)-7-ethyl-6-oxo-1-phenyl-4,5,6,7-tetrahydro-1H-pyrazolo[3,4-b]pyridin-5-yl)-4-(trifluoromethyl)pyrimidine-2-carboxamide NC1=CC=CC(=N1)[C@@H]1C2=C(N(C([C@H]1NC(=O)C1=NC=CC(=N1)C(F)(F)F)=O)CC)N(N=C2)C2=CC=CC=C2 |r|